ClC1=C(C=CC=2C3=C(NC12)CCN([C@H]3C)C(=O)C3=NC=C(C(=N3)OC)C)Cl (S)-(6,7-dichloro-1-methyl-1,3,4,5-tetrahydro-2H-pyrido[4,3-b]indol-2-yl)(4-methoxy-5-methylpyrimidin-2-yl)methanone